BrCC1=C(C(=CC=C1)I)F (bromomethyl)-2-fluoro-3-iodobenzene